ClC1=C(C(=CC=C1)OC)C1(CC1)C(=O)NC(C(=O)O)CCN(CCCCC1=NC=2NCCCC2C=C1)C(COCC)C 2-[[1-(2-chloro-6-methoxy-phenyl)cyclopropanecarbonyl]amino]-4-[[2-ethoxy-1-methyl-ethyl]-[4-(5,6,7,8-tetrahydro-1,8-naphthyridin-2-yl)butyl]amino]butanoic acid